O[C@@H]1C[C@H](N(C1)C(=O)[C@H](C(C)(C)C)N1N=NC(=C1)CC1CN(C1)C(=O)OC(C)(C)C)C(NC)=O tert-butyl 3-[[1-[(1S)-1-[(2S,4R)-4-hydroxy-2-(methylcarbamoyl)pyrrolidine-1-carbonyl]-2,2-dimethyl-propyl]triazol-4-yl]methyl]azetidine-1-carboxylate